ClC1=CC=C(CN2N=C3C4=C(CCC3=C2)OC(=C4C)C(=O)NCCN(C)C)C=C1 2-(4-chlorobenzyl)-N-[2-(dimethylamino)ethyl]-8-methyl-4,5-dihydro-2H-furo[2,3-g]indazole-7-carboxamide